5-bromo-3-chloro-2-(triazole-2-Yl)pyridine tert-butyl-4-((3-amino-6-(1-methyl-1H-pyrazol-4-yl)isoquinolin-4-yl)ethynyl)piperidine-1-carboxylate C(C)(C)(C)OC(=O)N1CCC(CC1)C#CC1=C(N=CC2=CC=C(C=C12)C=1C=NN(C1)C)N.BrC=1C=C(C(=NC1)N1N=CC=N1)Cl